C(CCC)(=O)[O-].C(C1=CC=CC=C1)[N+](C1=CC=CC=C1)(C)C benzyl-dimethyl-phenyl-ammonium butyrate